2-bromo-4,4-dimethylcyclohex-1-ene-1-carbaldehyde BrC1=C(CCC(C1)(C)C)C=O